(2S,3R,4R,5S,6R)-2-(4-chloro-3-(4-cyclopropylbenzyl)phenyl)-6-(hydroxymethyl)tetrahydro-2H-pyran-3,4,5-triol ClC1=C(C=C(C=C1)[C@@H]1O[C@@H]([C@H]([C@@H]([C@H]1O)O)O)CO)CC1=CC=C(C=C1)C1CC1